(3S)-3-(2-(5-(2-(azetidin-1-yl)ethyl)-2-oxo-4-(trifluoromethyl)pyridin-1(2H)-yl)-4,4-dimethylpentanamido)-3-(4-fluoro-2',5,6'-trimethylbiphenyl-3-yl)propanoic acid N1(CCC1)CCC=1C(=CC(N(C1)C(C(=O)N[C@@H](CC(=O)O)C=1C=C(C=C(C1F)C)C1=C(C=CC=C1C)C)CC(C)(C)C)=O)C(F)(F)F